(S)-3-(8-methoxy-9-(2-methyl-2H-tetrazol-5-yl)-1-(2,2,2-trifluoroethyl)-5,6-dihydropyrrolo[2,1-a]isoquinoline-3-carbonyl)-4-methyloxazolidine-4-carbonitrile COC=1C=C2CCN3C(C2=CC1C=1N=NN(N1)C)=C(C=C3C(=O)N3COC[C@@]3(C#N)C)CC(F)(F)F